ketoglutaric acid disodium [Na].[Na].O=C(C(=O)O)CCC(=O)O